2-(4-phenylbutoxy)isoindoline-1,3-dione C1(=CC=CC=C1)CCCCON1C(C2=CC=CC=C2C1=O)=O